3-[5-fluoro-2-[4-(piperazin-1-ylmethyl)-1-piperidyl]-4-pyridyl]-5-(1-methylcyclopropoxy)-1H-indazole FC=1C(=CC(=NC1)N1CCC(CC1)CN1CCNCC1)C1=NNC2=CC=C(C=C12)OC1(CC1)C